N[C@@H]1CN(C[C@@H]([C@H]1O)C)C1=C(C=C2C(=N1)[C@@H](CC2)O)NC(=O)C2=NC(=C(C=C2)F)C2=C(C=CC=C2F)F N-{(7R)-[(3R,4R,5S)-3-amino-4-hydroxy-5-methylpiperidin-1-yl]-7-hydroxy-6,7-dihydro-5H-cyclopenta[b]pyridin-3-yl}-6-(2,6-difluorophenyl)-5-fluoropyridine-2-carboxamide